6-Chloro-3-[1-hydroxyl-(3-methyl-isoxazol-5-yl)-methylidene]-5-{4-[3-(4-methyl-piperazin-1-yl)-propoxy]-phenyl}-1,3-dihydro-indol-2-one, hydrochloride Cl.ClC1=C(C=C2C(C(NC2=C1)=O)=C(O)C1=CC(=NO1)C)C1=CC=C(C=C1)OCCCN1CCN(CC1)C